O=C1NNC[C@@H]1NC(OC(C)(C)C)=O tert-butyl (S)-(3-oxopyrazolidin-4-yl)carbamate